3-[6-(2-Aminoethylamino)-3-pyridinyl]-1-sulfamoyl-pyrrole-2-carboxylic acid, hydrochloride Cl.NCCNC1=CC=C(C=N1)C1=C(N(C=C1)S(N)(=O)=O)C(=O)O